BrC=1C(=NC=CC1OC(F)(F)F)C1CC1 3-bromo-2-cyclopropyl-4-(trifluoromethoxy)pyridine